CN(C(O)=O)C=1C(=NC=C(C1)Br)C.C(C(=C(C(=C(C(=C(C(=C(CCCCCCCCCCC)[2H])[2H])[2H])[2H])[2H])[2H])[2H])[2H])(=O)O eicosatetraenoic acid-d8 methyl-(5-bromo-2-methylpyridin-3-yl)carbamate